OC(COC=1C=C(C=2N(C1)N=CC2C#N)C=2C=NC(=CC2)N2CC1N(C(C2)C1)C#CCC=1C=NC(=CC1)OC)(C)C 6-(2-hydroxy-2-methylpropyloxy)-4-(6-(6-(3-(6-methoxypyridin-3-yl)propynyl)-3,6-diazabicyclo[3.1.1]heptan-3-yl)pyridin-3-yl)pyrazolo[1,5-a]pyridine-3-carbonitrile